COC1=CC(=C(C(=C1)OC)C=1NC=C(N1)C)O 2-(4,6-dimethoxy-2-hydroxyphenyl)-4(s)-methylimidazole